N1(N=CC=C1)C1=CC=C(C=N1)C1CN(CCC1OC1=C2C=CNC2=C(C=C1C)C)C 4-((3-(6-(1H-pyrazol-1-yl)pyridin-3-yl)-1-methylpiperidin-4-yl)oxy)-5,7-dimethyl-1H-indole